tert-butyl 5-bromo-2-oxoindoline-1-carboxylate BrC=1C=C2CC(N(C2=CC1)C(=O)OC(C)(C)C)=O